4-(4-(4-(1-(4-fluorobenzyl)-1H-1,2,3-triazol-4-yl)phenyl)-2-oxopyridin-1(2H)-yl)-N-hydroxy-2-methyl-2-(methylsulfonyl)butanamide FC1=CC=C(CN2N=NC(=C2)C2=CC=C(C=C2)C2=CC(N(C=C2)CCC(C(=O)NO)(S(=O)(=O)C)C)=O)C=C1